(2S,4S)-tert-butyl 2-(4-bromobenzyl)-2-(((2-chloro-4-(N-(2,4-dimethoxybenzyl)-N-(thiazol-2-yl)sulfamoyl)-5-fluorophenyl)amino)methyl)-4-hydroxypyrrolidine-1-carboxylate BrC1=CC=C(C[C@@]2(N(C[C@H](C2)O)C(=O)OC(C)(C)C)CNC2=C(C=C(C(=C2)F)S(N(C=2SC=CN2)CC2=C(C=C(C=C2)OC)OC)(=O)=O)Cl)C=C1